2-bromo-6-[(2-methoxyethoxy)methyl]pyridine BrC1=NC(=CC=C1)COCCOC